Cl.N[C@@H]1[C@H](CC2=CC=CC=C12)NC(=O)C1=CN(CCS1)C1=C2N=CNC2=NC=N1 N-((1S,2S)-1-amino-2,3-dihydro-1H-inden-2-yl)-4-(9H-purin-6-yl)-3,4-dihydro-2H-1,4-thiazine-6-carboxamide hydrochloride